(3S)-3-ethyl-1,1-dimethyl-indan-3-carboxamide C(C)[C@@]1(CC(C2=CC=CC=C12)(C)C)C(=O)N